[Li].ClC1=CC=C(C(=O)SCCNC(CCNC([C@@H](C(COP(OP(OC[C@@H]2[C@H]([C@H]([C@@H](O2)N2C=NC=3C(N)=NC=NC23)O)OP(=O)(O)O)(=O)O)(=O)O)(C)C)O)=O)=O)C=C1 4-chlorobenzoyl-coenzyme A Lithium